1-(4-fluorobenzyl)-5-methyl-1H-pyrazole-4-carbonitrile FC1=CC=C(CN2N=CC(=C2C)C#N)C=C1